ClC=1C=CC2=C(N=C(O2)C2CC3(CC(C3)NC(=O)C3=CC(=NC=C3)N3CCCCC3)C2)C1 N-[6-(5-chloro-1,3-benzoxazol-2-yl)spiro[3.3]heptan-2-yl]-2-(1-piperidyl)pyridine-4-carboxamide